methyl 3-((2-amino-5-bromopyridin-3-yl) amino)-2-hydroxy-2-methylpropionate NC1=NC=C(C=C1NCC(C(=O)OC)(C)O)Br